4-((S)-4-acryloyl-2-methylpiperazin-1-yl)-7-chloro-2-(((S)-1-methylpyrrolidin-2-yl)methoxy)quinazoline-6-carbonitrile C(C=C)(=O)N1C[C@@H](N(CC1)C1=NC(=NC2=CC(=C(C=C12)C#N)Cl)OC[C@H]1N(CCC1)C)C